C(C)(=O)N1CCC(CC1)OC1=CC=C2C(=CC(OC2=C1)=O)C1=C(C=C(C=C1)F)Cl 7-((1-acetylpiperidin-4-yl)oxy)-4-(2-chloro-4-fluorophenyl)-2H-chromen-2-one